1-(2,4-dichlorophenyl)-6-methyl-N-piperidin-1-yl-4H-indeno[1,2-c]pyrazole-3-carboxamide ClC1=C(C=CC(=C1)Cl)N1N=C(C2=C1C1=CC=C(C=C1C2)C)C(=O)NN2CCCCC2